NC=1C(=C(C=C(C1C)F)C1=NOC(=N1)[C@H]1CN(CC1)C(=O)O)F (R)-3-(3-(3-amino-2,5-difluoro-4-methylphenyl)-1,2,4-oxadiazol-5-yl)pyrrolidine-1-carboxylic acid